ClC=1C2=C(N=CN1)N(C=C2I)C2CCN(CC2)C 4-chloro-5-iodo-7-(1-methyl-piperidin-4-yl)-7H-pyrrolo[2,3-d]Pyrimidine